3-(4-Fluoro-1H-indazol-5-yl)-2-trifluoromethyl-6-(3-trifluoromethylphenyl)-imidazo[1,2-a]pyrazine FC1=C2C=NNC2=CC=C1C1=C(N=C2N1C=C(N=C2)C2=CC(=CC=C2)C(F)(F)F)C(F)(F)F